3-benzyl-8-methylquinoxalin-2(1H)-one C(C1=CC=CC=C1)C=1C(NC2=C(C=CC=C2N1)C)=O